C(C=1NC=CC1)C=1NC=CC1.[B] boron methylenedipyrrole